2-methyl-propan-2-amine hydrochloride Cl.CC(C)(C)N